[Fe].[Co].C(C)(C)(C)[Si](C)(C)OC1=CC(=C(C2=CC=CC=C12)F)OCOC t-butyl-((4-fluoro-3-(methoxymethoxy)naphthalen-1-yl)oxy)dimethylsilane cobalt-iron